(3-methyl-2-(m-tolyl)-1H-indol-5-yl)methylamine CC1=C(NC2=CC=C(C=C12)CN)C=1C=C(C=CC1)C